N[C@@H](C(C([2H])([2H])[2H])C([2H])([2H])[2H])C(=O)O L-valine-4,4,4,4',4',4'-d6